F[C@@H]1CN(CC[C@@H]1NC1=NC=C(C(=N1)C=1C=NN(C1)C1=C(C=C(C=C1)CN1CCN(CC1)C)C)C(F)(F)F)S(=O)(=O)C N-((3R,4S)-3-Fluoro-1-(methylsulfonyl)piperidin-4-yl)-4-(1-(2-methyl-4-((4-methylpiperazin-1-yl)methyl)phenyl)-1H-pyrazol-4-yl)-5-(trifluoromethyl)pyrimidin-2-amine